2-isopropoxy-5-methyl-4-(pyridine-4-yl)aminobenzene C(C)(C)OC1=CC=C(C(=C1)NC1=CC=NC=C1)C